((1R,5S,6s)-6-Hydroxy-3-azabicyclo[3.1.0]hexan-3-yl)(2-(2,4,5-trifluoro-3-hydroxyphenyl)thiazol-5-yl)methanone OC1[C@@H]2CN(C[C@H]12)C(=O)C1=CN=C(S1)C1=C(C(=C(C(=C1)F)F)O)F